FC(C(=O)O)(F)F.N1(CCC1)CCNC1=NC2=C(C=CC=C2N=C1CC1=CC=CC=C1)C N-(2-(azetidin-1-yl)ethyl)-3-benzyl-8-methylquinoxaline-2-amine trifluoroacetate